ClC=1C=C(C=C(C1OCCCl)C#N)C(C)(C)C1=CC=C(OCC2=NC(=NC=C2)N2CCC(CC2)C2CCN(CC2)CC2CCN(CC2)C(=O)OC(C)(C)C)C=C1 tert-butyl 4-((1'-(4-((4-(2-(3-chloro-4-(2-chloroethoxy)-5-cyanophenyl)propan-2-yl)phenoxy)methyl)pyrimidin-2-yl)-[4,4'-bipiperidine]-1-yl)methyl)piperidine-1-carboxylate